Methyl (S)-3-fluoro-4-(3-(hydroxymethyl)pyrrolidin-1-yl)benzoate FC=1C=C(C(=O)OC)C=CC1N1C[C@H](CC1)CO